ClC=1C=C2C(=CN=C(C2=CN1)C(=O)NC1CC(C1)OCC)C(C)C 6-chloro-N-((1r,3r)-3-ethoxycyclobutyl)-4-isopropyl-2,7-naphthyridine-1-carboxamide